tert-butyl 4-{4-[4-(2,6-dioxopiperidin-3-yl)phenyl]piperidine-1-carbonyl}benzoate O=C1NC(CCC1C1=CC=C(C=C1)C1CCN(CC1)C(=O)C1=CC=C(C(=O)OC(C)(C)C)C=C1)=O